C1=COC2=C3C1=C1C=CC=CC1=CC3=CC=C2 naphtho[1,2,3-de]benzopyran